OCCNC(O[C@@H]1CC[C@H](CC1)C(N(C1=CC(=CC=C1)C=1N=C(OC1)C1CC1)C[C@@H]1CC[C@H](CC1)C1=CC(=C(C=C1)OC)C#N)=O)=O trans-4-(((trans-4-(3-Cyano-4-methoxyphenyl)-cyclohexyl)methyl)-(3-(2-cyclopropyl-oxazol-4-yl)phenyl)-carbamoyl)cyclohexyl (2-hydroxy-ethyl)carbamate